Cl.OCC1=NN=C(O1)C(C(C)O)OC1=CC=CC=2OC=CC21 (5-hydroxymethyl-1,3,4-oxadiazol-2-yl)benzo[b]furan-4-yloxylpropan-2-ol monohydrochloride